benzoisothiazol-3(2H)-one-1,1-dioxide S1(NC(C2=C1C=CC=C2)=O)(=O)=O